COC1=NC=CC=C1COC=1C=CC2=C(C(=C(S2)C)C(=O)N)C1 5-[(2-methoxy-3-pyridinyl)methoxy]-2-methyl-benzothiophene-3-carboxamide